C[C@@H](C(=O)OCC)CC(=O)OCC diethyl (R)-2-methylsuccinate